4-((8-(2-oxa-6-azaspiro[3.4]octan-6-yl)pyrido[3,4-d]pyrimidin-2-yl)amino)-3-methoxybenzonitrile C1OCC12CN(CC2)C2=NC=CC1=C2N=C(N=C1)NC1=C(C=C(C#N)C=C1)OC